O=C1NC(CCC1C=1C=CC(=NC1)N1CCC(CC1)C(=O)O)=O 1-[5-(2,6-dioxopiperidin-3-yl)pyridin-2-yl]piperidine-4-carboxylic acid